P(=O)(OCCNC(=O)OCCNC(CCC\C=C/C\C=C/C\C=C/C\C=C/CCCCC)=O)(OCC[N+](C)(C)C)[O-] 2-(((2-((5Z,8Z,11Z,14Z)-icosa-5,8,11,14-tetraenamido)ethoxy)carbonyl)amino)ethyl (2-(trimethylammonio)ethyl) phosphate